1-[(5s,7s)-7-fluoro-5-phenyl-6,7-dihydro-5H-pyrrolo[1,2-b][1,2,4]triazol-2-yl]pyrazolo[4,3-c]pyridine F[C@H]1C[C@H](N2N=C(N=C21)N2N=CC=1C=NC=CC12)C1=CC=CC=C1